BrC=1C=C(C=2N(N1)C=CN2)Br 6,8-dibromoimidazo[1,2-b]pyridazine